3-((4-fluorophenyl)ethynyl)pyrazin-2-amine FC1=CC=C(C=C1)C#CC=1C(=NC=CN1)N